((2,6-naphthyridin-3-yl)methyl)carbamic acid tert-butyl ester C(C)(C)(C)OC(NCC=1N=CC2=CC=NC=C2C1)=O